ClC=1C(=CC(=C(N)C1)F)C=1C=NC(=CC1)CC(F)(F)F 5-Chloro-2-fluoro-4-(6-(2,2,2-trifluoroethyl)pyridin-3-yl)aniline